Cl[O+](=O)([O-])Cl dichloroozone